2-(4-amino-1-(tert-butyl)-1H-pyrazolo[3,4-d]pyrimidin-3-yl)-N-(1-methyl-1H-pyrazol-3-yl)-1H-indole-6-carboxamide NC1=C2C(=NC=N1)N(N=C2C=2NC1=CC(=CC=C1C2)C(=O)NC2=NN(C=C2)C)C(C)(C)C